COC=1C=C(C=CC1OC)C1=CC=2C3=C(C=NC2C=C1)NC(N3C3=CN=NC=C3)=N 8-(3,4-Dimethoxyphenyl)-1-(pyridazin-4-yl)-1,3-dihydro-2H-imidazo[4,5-c]quinolin-2-imine